2-ethylhexaldehyde C(C)C(C=O)CCCC